(2S)-2-[(tert-Butoxycarbonyl)amino]-3-[4-(propargylamido)phenyl]propanamide C(C)(C)(C)OC(=O)N[C@H](C(=O)N)CC1=CC=C(C=C1)NC(C#C)=O